N-((3S,5S)-1-((3S,4R)-1-(tert-butyl)-4-(4-chlorophenyl)pyrrolidine-3-carbonyl)-5-(morpholine-4-carbonyl)pyrrolidin-3-yl)-N-((1s,4R)-4-methylcyclohexyl)hexanamide C(C)(C)(C)N1C[C@H]([C@@H](C1)C1=CC=C(C=C1)Cl)C(=O)N1C[C@H](C[C@H]1C(=O)N1CCOCC1)N(C(CCCCC)=O)C1CCC(CC1)C